methyl 3-((6,7-dimethyl-3-oxo-4-((2S,3S,4R)-2,3,4,5-tetrahydroxypentyl)-3,4-dihydroquinoxaline-2-carboxamido)methyl)benzoate CC=1C=C2N(C(C(=NC2=CC1C)C(=O)NCC=1C=C(C(=O)OC)C=CC1)=O)C[C@@H]([C@@H]([C@@H](CO)O)O)O